bisphenylphosphinat C1(=CC=CC=C1)P([O-])(=O)C1=CC=CC=C1